3-Fluoro-4-((1S,5R)-1-(5-(1-methylpiperidin-4-yl)-1,3,4-oxadiazol-2-yl)-5-(trifluoromethyl)-3-azabicyclo[3.1.0]hexane-3-yl)pyrazolo[1,5-a]pyridine-7-carbonitrile FC=1C=NN2C1C(=CC=C2C#N)N2C[C@@]1(C[C@@]1(C2)C(F)(F)F)C=2OC(=NN2)C2CCN(CC2)C